4-(tetrahydro-2H-pyran-4-yl)-1,2,3,4-tetrahydroquinoxaline O1CCC(CC1)N1CCNC2=CC=CC=C12